1-methyl-2-(pyrrolidin-1-ylmethyl)-1H-imidazol CN1C(=NC=C1)CN1CCCC1